[Cu+2].S(=O)(=O)([O-])OOS(=O)(=O)[O-].[K+] potassium persulfate copper